C1(=CC=C(C=C1)C1(C(C(=CC2=CC=CC=C12)\N=N\[H])N)S(=O)(=O)O)C1=CC=C(C=C1)C1(C(C(=CC2=CC=CC=C12)\N=N\[H])N)S(=O)(=O)O 1,1'-([1,1'-biphenyl]-4,4'-diyl)bis{2-amino-3-[(E)-diazenyl]naphthalene-1-sulfonic acid}